estra-1,3,5(10)-triene-3,15,16,17-tetraol monohydrate O.C[C@@]12C(C(C([C@H]1[C@@H]1CCC=3C=C(C=CC3[C@H]1CC2)O)O)O)O